N-(3'-(1,1-dioxido-4-oxo-1,2,5-thiadiazolidin-2-yl)-2'-fluoro-4'-hydroxy-[1,1'-biphenyl]-4-yl)cyclopropanecarboxamide O=S1(N(CC(N1)=O)C=1C(=C(C=CC1O)C1=CC=C(C=C1)NC(=O)C1CC1)F)=O